C(C)(C)(C)OC(CCCCCCCCCCCCCCCCC(=O)O)=O 18-tert-butoxy-18-oxo-octadecanoic acid